3-(6-amino-1-(4-amino-3-methylbenzyl)-1H-pyrazolo[3,4-d]pyrimidine-4-yl)-2-fluorobenzonitrile NC1=NC(=C2C(=N1)N(N=C2)CC2=CC(=C(C=C2)N)C)C=2C(=C(C#N)C=CC2)F